COC(N[C@H](C(=O)NC=1C(N(C=CC1)CC1=NC2=C(N1)C(=CC=C2)OCC2CC2)=O)CC\C=C\C(=O)N)=O Methyl-(S,E)-(7-amino-1-((1-((7-(cyclopropylmethoxy)-1H-benzo[d]imidazol-2-yl)methyl)-2-oxo-1,2-dihydropyridin-3-yl)amino)-1,7-dioxohept-5-en-2-yl)carbamat